C1(=C([O-])C(=CC(CC=C)=C1)C(=O)[O-])OC eugenolideAT